BrC=1C=C2C(CCOC2=CC1)=O 6-Bromo-4-chromanone